CN1CCC(CC1)C(=O)NC1=NN(C2=CC=C(C=C12)C1=CC(=CC=C1)S(=O)(=O)C)C(C1=CC=CC=C1)(C1=CC=CC=C1)C1=CC=CC=C1 1-Methyl-N-{5-[3-(methylsulfonyl)phenyl]-1-trityl-1H-indazol-3-yl}piperidine-4-carboxamide